COC(=O)C=1C=C(C=CC1)B(O)O [3-(methoxycarbonyl)phenyl]boronic acid